FC(C1=NN=C(S1)C1=NC=C2N1C=C(C=C2N2C[C@@H](N[C@H](C2)C)C)S(=O)(=O)NC2(COC2)CF)F 3-(5-(difluoromethyl)-1,3,4-thiadiazol-2-yl)-8-((3S,5S)-3,5-dimethylpiperazin-1-yl)-N-(3-(fluoromethyl)oxetan-3-yl)imidazo[1,5-a]pyridine-6-sulfonamide